5-(3-Fluorophenyl)-2-methyl-N-(3-(2-oxopropyl)-1,2,4-thiadiazol-5-yl)furan-3-carboxamide FC=1C=C(C=CC1)C1=CC(=C(O1)C)C(=O)NC1=NC(=NS1)CC(C)=O